CN1C(=NC2=C1C=CC=C2)C2=NC=CC(=C2)C2=NOC(=N2)C(F)(F)F 3-(2-(1-methyl-1H-benzo[d]imidazol-2-yl)pyridin-4-yl)-5-(trifluoromethyl)-1,2,4-oxadiazole